(2S,4R)-1-((R)-2-(3-(4-formylpiperidin-1-yl)isoxazol-5-yl)-3-methylbutyryl)-4-hydroxy-N-((S)-1-(4-(4-methylthiazol-5-yl)phenyl)ethyl)pyrrolidine-2-carboxylic acid amide C(=O)C1CCN(CC1)C1=NOC(=C1)[C@H](C(=O)N1[C@@H](C[C@H](C1)O)C(=O)N[C@@H](C)C1=CC=C(C=C1)C1=C(N=CS1)C)C(C)C